NCC1=NN(C(=C1)C(=O)OC)[C@@H]1C[C@H](C1)O methyl 3-(aminomethyl)-1-(trans-3-hydroxycyclobutyl)-1H-pyrazole-5-carboxylate